1-[3-(2-{[tert-Butyl(dimethyl)silyl]oxy}-1-hydroxyethyl)-5-chloro-2-ethoxy-4-fluorophenyl]ethanone [Si](C)(C)(C(C)(C)C)OCC(O)C=1C(=C(C=C(C1F)Cl)C(C)=O)OCC